FC=1C(=NC=C(C1)N1C[C@H](CC1)C)NC(C1=C(C=CC(=C1)[N+](=O)[O-])SC1=NN=NN1C)=O N-{3-fluoro-5-[(3S)-3-methylpyrrolidin-1-yl]pyridin-2-yl}-2-[(1-methyl-1H-1,2,3,4-tetrazol-5-yl)sulfanyl]-5-nitrobenzamide